ClC1=C(NC2=CC(=CC=C12)C1=NC=CN=C1C)C(=O)N1C[C@H](CC1)C(=O)NC1=CC(=C(C=C1)F)C#N (S)-1-(3-chloro-6-(3-methylpyrazin-2-yl)-1H-indole-2-carbonyl)-N-(3-cyano-4-fluorophenyl)pyrrolidine-3-carboxamide